BrC=1C=C(C=CC1)CC(=O)O 2-(3-Bromophenyl)acetic acid